(3-(1-(3-(1-(4-methyl-4H-1,2,4-triazol-3-ylthio)ethyl)phenyl)-1H-1,2,3-triazol-4-yl)phenyl)methanol CN1C(=NN=C1)SC(C)C=1C=C(C=CC1)N1N=NC(=C1)C=1C=C(C=CC1)CO